CN(C([C@H](CC(=O)[O-])N(C)C(C(C)(C)NC([C@H]([C@H](CC)C)NC(=O)OCC1C2=CC=CC=C2C=2C=CC=CC12)=O)=O)=O)C (3S)-4-(dimethylamino)-3-[[2-[[(2S,3S)-2-(9H-fluoren-9-ylmethoxycarbonylamino)-3-methyl Pentanoyl] Amino]-2-Methylpropanoyl]-Methylamino]-4-oxobutanoate